FC(N1CCC2=CC(=CC=C12)N)(F)F 1-(trifluoromethyl)-2,3-dihydro-1H-indol-5-amine